ClC=1C=CC(=NC1)NC([C@H](C)N1C[C@H](CCC1)C=1OC=CN1)=O (S)-N-(5-chloropyridin-2-yl)-2-((S)-3-(oxazol-2-yl)piperidin-1-yl)propanamide